N,N'-bis(2-hydroxybenzyl)-ethylenediamine OC1=C(CNCCNCC2=C(C=CC=C2)O)C=CC=C1